N-({3-[7-(3,5-Dimethylisoxazol-4-yl)-2-oxo-1,2,4,5-tetrahydroimidazo[1,5,4-de][1,4]benzoxazin-4-yl]pyridin-2-yl}methyl)acetamide CC1=NOC(=C1C1=CC=C2C=3N(C(COC31)C=3C(=NC=CC3)CNC(C)=O)C(N2)=O)C